methyl 9-(2-methoxyphenyl)-3-methyl-16-thia-2,4,5,8-tetraazatetracyclo-[8.6.0.02,6.011,15]hexadeca-1(10),3,5,8,11(15)-pentaene-13-carboxylate COC1=C(C=CC=C1)C1=NCC2=NN=C(N2C=2SC=3CC(CC3C12)C(=O)OC)C